3-keto-piperazine-1-carboxylic acid benzyl ester C(C1=CC=CC=C1)OC(=O)N1CC(NCC1)=O